2-((1-(2-(4-methoxyphenyl)-7-methyl-4-oxo-4H-pyrido[1,2-a]pyrimidin-9-yl)ethyl)amino)benzoic acid COC1=CC=C(C=C1)C=1N=C2N(C(C1)=O)C=C(C=C2C(C)NC2=C(C(=O)O)C=CC=C2)C